(R)-1-((5-(3-Aminopiperidin-1-yl)-2-(3-fluoro-4-methoxyphenyl)pyridin-4-yl)methyl)-1H-imidazo[4,5-c]pyridin-4-amin N[C@H]1CN(CCC1)C=1C(=CC(=NC1)C1=CC(=C(C=C1)OC)F)CN1C=NC=2C(=NC=CC21)N